(S)-tert-butyl 3-(4-chloro-5-iodo-7H-pyrrolo[2,3-d]pyrimidin-7-yl)pyrrolidine-1-carboxylate ClC=1C2=C(N=CN1)N(C=C2I)[C@@H]2CN(CC2)C(=O)OC(C)(C)C